1-methyl-1H-pyrazole-5-boronic acid CN1N=CC=C1B(O)O